N-benzyl-6-((2-butyl-4-methoxyquinolin-6-yl)oxy)-N-ethylhexane-1-amine C(C1=CC=CC=C1)N(CCCCCCOC=1C=C2C(=CC(=NC2=CC1)CCCC)OC)CC